5-(azetidin-1-ylmethyl)-1-(pyridin-4-yl)-4,6,7,8-tetrahydro-3H-9-oxa-2-thia-4-azabenzo[cd]azulen-3-one N1(CCC1)CC=1NC(C=2SC(=C3OCCCC1C23)C2=CC=NC=C2)=O